C(C)C1=NN(C2=C1C(NCC1(CCOCC1)C2)=O)C[C@H](COC(C2=CC=C(C=C2)C(F)F)=O)C 4-(Difluoromethyl)benzoic acid [(2R)-3-(3-ethyl-4-oxo-spiro[6,8-dihydro-5H-pyrazolo[4,3-c]azepin-7,4'-tetrahydropyran]-1-yl)-2-methyl-propyl] ester